CC1CN(CC2=CC(=CC=C12)C(=O)NC=1C=NC=C(C1)CC(F)(F)F)C1CC(N(CC1)C)=O 4-methyl-2-(1-methyl-2-oxo-4-piperidyl)-N-[5-(2,2,2-trifluoroethyl)-3-pyridyl]-3,4-dihydro-1H-isoquinoline-7-carboxamide